C1=CC=CC=2C3=CC=CC=C3C(C12)COC(=O)N(C(C(=O)OC(C)(C)C)CC1=C(C=C(C=C1)C(F)(F)F)F)C tert-Butyl 2-((((9H-fluoren-9-yl)methoxy) carbonyl)(methyl)amino)-3-(2-fluoro-4-(trifluoromethyl)phenyl)propanoate